C(CCCCC)(=O)OCCCCC Amyl Hexanoate